N1(CCCCC1)C(=O)O/C(=N/[S@@](=O)C(C)(C)C)/CC1=CC=CC=C1 benzyl-[(E)-{[(S)-2-methylpropan-2-sulfinyl] imino} methyl] piperidine-1-carboxylate